N=S(=O)(C1=CC(=CC=C1)C(F)(F)F)C1=CC(=CC=C1)C(F)(F)F iminobis(3-(trifluoromethyl)phenyl)-λ6-sulfanone